Tetraallyl pyromellitate C(C=1C(C(=O)OCC=C)=CC(C(=O)OCC=C)=C(C(=O)OCC=C)C1)(=O)OCC=C